C(C)SC1=C(C(=CC(=C1)N(CC#C)CC1=CC=C(C=C1)F)C)C(C(=O)N)C(C)(C)C (2-(ethylsulfanyl)-4-((4-fluorobenzyl)(prop-2-yn-1-yl)amino)-6-methylphenyl)-3,3-dimethylbutyramide